(RS)-3-(4-bromo-benzoyl)pyrrolidine-1-carboxylic acid tert-butyl ester C(C)(C)(C)OC(=O)N1C[C@@H](CC1)C(C1=CC=C(C=C1)Br)=O |r|